ClC=1C=C(C=CC1Cl)C1=CN=C(O1)C=1C=C(C=CC1)NS(=O)(=O)C N-{3-[5-(3,4-Dichlorophenyl)-1,3-oxazol-2-yl]phenyl}methanesulfonamide